C(C)(C)(C)OC(NC(C)CCCNCCC(C)NC(=O)OC(C)(C)C)=O (5-((3-((tert-Butoxycarbonyl)amino)butyl)amino)pent-2-yl)carbamic acid tert-butyl ester